[SiH3]OC1=C(C(=C(C(C(=O)O)=C1)O)O[SiH3])O[SiH3].C[Si](O)(C)C trimethylsilanol trisilyloxysalicylate